3-(6-chloro-8-(2-((1-methyl-1H-1,2,3-triazol-4-yl)methyl)thieno[3,2-b]pyridin-7-yl)-3,4-dihydroquinolin-1(2H)-yl)pyrrolidine-1-carboxylate ClC=1C=C2CCCN(C2=C(C1)C1=C2C(=NC=C1)C=C(S2)CC=2N=NN(C2)C)C2CN(CC2)C(=O)[O-]